ClC1=NC=C(C(=N1)NC=1C(=C2N=CC=NC2=CC1)P(C)(C)=O)OC (6-((2-chloro-5-methoxypyrimidin-4-yl)amino)quinoxalin-5-yl)dimethylphosphine oxide